C[C@@H]1CC(NC=2N=CN=C(C21)N2CCN(CC2)C(=O)OC(C)(C)C)=O tert-Butyl (R)-4-(5-Methyl-7-oxo-5,6,7,8-tetrahydropyrido[2,3-d]pyrimidin-4-yl)piperazine-1-carboxylate